2-((4-(1H-imidazol-4-yl)phenoxy)methyl)-5-(ethylsulfonyl)benzonitrile N1C=NC(=C1)C1=CC=C(OCC2=C(C#N)C=C(C=C2)S(=O)(=O)CC)C=C1